D-para-hydroxyphenylhydantoin OC1=CC=C(C=C1)N1C(=O)NC(=O)C1